5-Amino-3-[3-fluoro-4-[[(5-fluoro-2-methoxy-benzoyl)amino]methyl]phenyl]-1-tetrahydropyran-4-ylpyrazole-4-carboxamide NC1=C(C(=NN1C1CCOCC1)C1=CC(=C(C=C1)CNC(C1=C(C=CC(=C1)F)OC)=O)F)C(=O)N